FC1=CC(=C(C2=C1NC=N2)C2=CC=CC=C2)N 7-fluoro-4-phenyl-1H-benzo[d]imidazole-5-amine